Cl.FC1=C(C#N)C=C(C(=C1F)S(=O)(=O)N1[C@H](CNCC1)C)F (S)-2,3,5-trifluoro-4-((2-methylpiperazin-1-yl)sulfonyl)benzonitrile hydrochloride